2-(morpholinomethyldiethoxysilyl)styrene O1CCN(CC1)C[Si](C1=C(C=C)C=CC=C1)(OCC)OCC